tert-butyl (1R,5S)-6-acetyl-3-azabicyclo[3.1.0]hexane-3-carboxylate C(C)(=O)C1[C@H]2CN(C[C@@H]12)C(=O)OC(C)(C)C